rac-N-(Cyclobutylmethyl)-1-(7-cyclopropyl-2-(4'-fluoro-2'-(4-methyl-4H-1,2,4-triazol-3-yl)-[1,1'-biphenyl]-3-yl)benzo[d]oxazol-5-yl)-2,2,2-trifluoroethan-1-amine C1(CCC1)CN[C@@H](C(F)(F)F)C=1C=C(C2=C(N=C(O2)C=2C=C(C=CC2)C2=C(C=C(C=C2)F)C2=NN=CN2C)C1)C1CC1 |r|